(1S,5S)-6-benzyl-4-(hydroxymethyl)-2,6-diazabicyclo[3.2.0]Heptane-2-carboxylic acid C(C1=CC=CC=C1)N1[C@H]2C(CN([C@H]2C1)C(=O)O)CO